C(CCC)OC(=O)N1C2CC(C1)C2.C(CC)[Si](OCC)(C)CCC di(propyl)methyl-(ethoxy)silane butyl-2-azabicyclo[2.1.1]hexane-2-carboxylate